N-(4-(7-(3-chloropropoxy)-6-methoxyquinazolin-4-yl)phenyl)-2-(4-(trifluoromethyl)phenyl)acetamide ClCCCOC1=C(C=C2C(=NC=NC2=C1)C1=CC=C(C=C1)NC(CC1=CC=C(C=C1)C(F)(F)F)=O)OC